C1(=CC=CC=C1)C(=O)SCC(=O)[O-] (phenylcarbonoylthio)acetate